NC1=NC=C(C2=C1C=NN2)NC(C(=O)N2[C@H](CC[C@@H](C2)C)C=2C=C1C=CC=NC1=CC2)=O N-(4-amino-1H-pyrazolo[4,3-c]pyridin-7-yl)-2-((2R,5S)-5-methyl-2-(quinolin-6-yl)piperidin-1-yl)-2-oxoacetamide